CC=1C(=NC=CC1)C=1C=NN(C1)[C@@H]1C[C@H](C1)C=O trans-3-(4-(3-methylpyridin-2-yl)-1H-pyrazol-1-yl)cyclobutane-1-carbaldehyde